CC1=C(OC2=C(C=C(C=C2C1=O)C)[C@@H](C)OC1=CC=C(C(=C1S(=O)(=O)N)F)F)C=1C=NN(C1)C 6-[(1R)-1-[3,6-Dimethyl-2-(1-methylpyrazol-4-yl)-4-oxo-chromen-8-yl]ethoxy]-2,3-difluoro-benzenesulfonamide